3-(1-oxo-4-((2-((3-(4-(pyridin-2-yl)piperazine-1-carbonyl)phenyl)amino)pyrimidin-4-yl)amino)isoindolin-2-yl)piperidine-2,6-dione O=C1N(CC2=C(C=CC=C12)NC1=NC(=NC=C1)NC1=CC(=CC=C1)C(=O)N1CCN(CC1)C1=NC=CC=C1)C1C(NC(CC1)=O)=O